(2R)-N-((R or S)-(3-chloro-2,4-difluoro-phenyl)(3,3-difluoro-cyclobutyl)methyl)-2-methyl-3-oxopiperazine-1-carboxamide ClC=1C(=C(C=CC1F)[C@H](NC(=O)N1[C@@H](C(NCC1)=O)C)C1CC(C1)(F)F)F |o1:8|